(aminomethyl)-6-(2-{[(tert-butoxy)carbonyl]amino}ethoxy)-1,3-diethyl-1H-1,3-benzodiazol-3-ium iodide [I-].NCC1=[N+](C2=C(N1CC)C=C(C=C2)OCCNC(=O)OC(C)(C)C)CC